C1(=CC=CC=C1)C=1C=CC=2C3=C(NC2C1)CCN(C3)C(=O)C=3C=NC=CC3 (7-phenyl-1,3,4,5-tetrahydro-2H-pyrido[4,3-b]indol-2-yl)(pyridin-3-yl)methanone